ClC(SN(C1=CC=C(C=C1)C)S(=O)(=O)N(C)C)(F)Cl 1,1-dichloro-N-[(dimethylamino)sulfonyl]-1-fluoro-N-(4-methylphenyl)methanesulfenamide